5-Hydroxy-1-methoxy-5,6,7,8-tetrahydronaphthalene-2-carbonitrile OC1C=2C=CC(=C(C2CCC1)OC)C#N